Propan-1,2-diyl bis(12-hydroxyoctadecanoat) OC(CCCCCCCCCCC(=O)OCC(C)OC(CCCCCCCCCCC(CCCCCC)O)=O)CCCCCC